2,6-dibenzyloxy-N-(4-bromo-2-nitro-phenyl)pyridin-3-amine C(C1=CC=CC=C1)OC1=NC(=CC=C1NC1=C(C=C(C=C1)Br)[N+](=O)[O-])OCC1=CC=CC=C1